C1CCC2=C(C=3CCCC3C=C12)NC(=O)OC(C(=O)OCC1=CC=CC=C1)CC1=NC=CN=C1 benzyl 2-{[(1,2,3,5,6,7-hexahydro-s-indacen-4-yl)carbamoyl]oxy}-3-(pyrazin-2-yl)propanoate